C(C)(C)N(C=1N=CC(=NC1)C(=O)N)C 5-(isopropyl-(methyl)amino)pyrazine-2-carboxamide